1-[7-[4-[3-chloro-4-(difluoromethoxy)anilino]pyrido[3,2-d]pyrimidin-6-yl]-4,7-diazaspiro[2.5]octan-4-yl]prop-2-en-1-one ClC=1C=C(NC=2C3=C(N=CN2)C=CC(=N3)N3CCN(C2(CC2)C3)C(C=C)=O)C=CC1OC(F)F